1-(4-Chlorophenoxy)-1-(imidazole-1-yl)-3,3-dimethylbutan-2-one ClC1=CC=C(OC(C(C(C)(C)C)=O)N2C=NC=C2)C=C1